2,6-DIMETHYL-N-((PYRIDIN-4-YL)METHYL)IMIDAZO[1,2-B]PYRIDAZIN-8-AMIN CC=1N=C2N(N=C(C=C2NCC2=CC=NC=C2)C)C1